C(C)(C)(C)OC(=O)N1C[C@H](N(CC1)C=1C2=C(N=CN1)N(C=C2I)S(=O)(=O)C2=CC=C(C)C=C2)C (R)-4-(5-iodo-7-tosyl-7H-pyrrolo[2,3-d]pyrimidin-4-yl)-3-methylpiperazine-1-carboxylic acid tert-butyl ester